C(C)(C)(C)OC(=O)NCCCOCCC1=C(C(=CC(=C1)CCOCCCNC(=O)OC(C)(C)C)[N+](=O)[O-])C1C(=C(NC(=C1C(=O)OC)C)C)C(=O)OC dimethyl 4-(2,4-bis(2-(3-((tert-butoxycarbonyl) amino) propoxy) ethyl)-6-nitrophenyl)-2,6-dimethyl-1,4-dihydropyridine-3,5-dicarboxylate